4-trifluoroethoxycarbonyloxytetrahydrothiophene FC(COC(=O)OC1CCSC1)(F)F